C(CCC)NCCCC din-butylamine